lithium tetraiodophenol tetrachlorosulfophthalide salt ClC=1C(=C(C(=C2C(OC(=O)C12)S(=O)(=O)[O-])Cl)Cl)Cl.IC=1C(=C(C(=C(C1)O)I)I)I.[Li+]